3-ethyl-6-ethynyl-2-methyl-1,3-benzodiazole-5-carbonitrile C(C)N1C(=NC2=C1C=C(C(=C2)C#C)C#N)C